1-(3-{[(1-{[(1,1,1,3,3,3-Hexafluoropropan-2-yl)oxy]carbonyl}-4-methylpiperidin-4-yl)(methyl)amino]methyl}-5-(trifluoromethyl)phenyl)cyclopentane-1-carboxylic acid FC(C(C(F)(F)F)OC(=O)N1CCC(CC1)(C)N(C)CC=1C=C(C=C(C1)C(F)(F)F)C1(CCCC1)C(=O)O)(F)F